Pyrazolo[3,4-d]Pyrimidine-4-amine hydrochloride Cl.N1N=CC=2C1=NC=NC2N